(R)-9-[2-(diethylphosphinoylmethoxy)propyl]adenine C(C)P(=O)(CC)CO[C@@H](CN1C2=NC=NC(=C2N=C1)N)C